CN1CCN2CCN(CCN(CCN(CCN(CC1)C)CCN(CCN(CC2)C)CC2=CC(=CC=C2)B2OC(C(O2)(C)C)(C)C)C)CC2=CC(=CC=C2)B2OC(C(O2)(C)C)(C)C 4,7,13,21-tetramethyl-16,24-bis(3-(4,4,5,5-tetramethyl-1,3,2-dioxaborolan-2-yl)benzyl)-1,4,7,10,13,16,21,24-octaazabicyclo[8.8.8]hexacosane